tert-butyl ((1r,4r)-4-(6-(1-hydroxyethyl)-1-(naphthalen-1-ylmethyl)-1H-indole-2-carboxamido)cyclohexyl)carbamate O[C@H](C)C1=CC=C2C=C(N(C2=C1)CC1=CC=CC2=CC=CC=C12)C(=O)NC1CCC(CC1)NC(OC(C)(C)C)=O